N-((4-benzoylaminophenyl)thiocarbamoyl)-4-(tert-butyl)benzamide C(C1=CC=CC=C1)(=O)NC1=CC=C(C=C1)NC(=S)NC(C1=CC=C(C=C1)C(C)(C)C)=O